[F].[Mg].[Na].CC1=C(C=CC(=C1)C)NC(=O)C1=CC(=NC2=CC=CC=C12)C=1OC=CC1 N-(2,4-Dimethylphenyl)-2-(furan-2-yl)quinoline-4-carboxamide sodium-magnesium fluorine